lanthanum benzoylbenzoate C(C1=CC=CC=C1)(=O)OC(C1=CC=CC=C1)=O.[La]